5-bromo-2-(trifluoro-methyl)benzonitrile BrC=1C=CC(=C(C#N)C1)C(F)(F)F